COC(CNCC1=CC=CC=C1)OC (2,2-dimethoxyethyl)benzylamine